2-(chloromethyl)-7-methylimidazo[1,2-a]pyrimidine ClCC=1N=C2N(C=CC(=N2)C)C1